OC1(CCN(CC12CCCC2)C(=O)C2(CCCCC2)C)CN2C=C(C(=CC2=O)C2=CC=CC=C2)C(=O)N(C)C 1-((10-Hydroxy-7-(1-methylcyclohexan-1-carbonyl)-7-azaspiro[4.5]decan-10-yl)methyl)-N,N-dimethyl-6-oxo-4-phenyl-1,6-dihydropyridin-3-carboxamid